C(C)(C)(C)OC(=O)N[C@H](C(=O)NCC(=O)O)CC1=CC=CC=C1 2-[(2S)-2-{[(tert-butoxy)carbonyl]amino}-3-phenylpropanamido]acetic Acid